C=C1OCOCCC1 4-methylene-1,3-dioxepane